tin cobalt nickel [Ni].[Co].[Sn]